tert-butyl cyclopropyl((2S,4S)-2-phenylpiperidin-4-yl)carbamate C1(CC1)N(C(OC(C)(C)C)=O)[C@@H]1C[C@H](NCC1)C1=CC=CC=C1